5-(4-hexyloxybenzoyl)amino-3-(1-(3-pentyl)piperidin-4-yl)-1H-indole C(CCCCC)OC1=CC=C(C(=O)NC=2C=C3C(=CNC3=CC2)C2CCN(CC2)C(CC)CC)C=C1